(2R,3S)-2-(3-(5-chloro-4-methyl-1H-benzo[d]imidazol-1-yl)propyl)piperidin-3-ol dihydrochloride Cl.Cl.ClC1=C(C2=C(N(C=N2)CCC[C@H]2NCCC[C@@H]2O)C=C1)C